FC1(NN=BC=C1)F 4,4-difluoro-boradiazain